(4R,6R,7R)-4-[N'-(2-methanesulfonamido-ethyl)-N-(propan-2-yl)hydrazine-carbonyl]-6-methyl-6,11-diazatetracyclo[7.6.1.02,7.012,16]hexadeca-1(16),2,9,12,14-pentaen-6-ium CS(=O)(=O)NCCNN(C(=O)[C@@H]1C=C2C=3C=CC=C4NC=C(C[C@H]2[NH+](C1)C)C34)C(C)C